C(C1=CC=CC=C1)OC(=O)NCCCCCC(=O)OC(C)(C)C tert-Butyl 6-benzyloxycarbonylaminohexanoate